C(C)(C)(C)OC(=O)N1C(CC(C1)O)N1CC2=CC=CC=C2CC1 (3,4-dihydroisoquinoline-2(1H)-yl)-4-hydroxypyrrolidine-1-carboxylic acid tert-butyl ester